trimethyl-propyl-ammonium bis(trifluoromethanesulfonimide) salt [N-](S(=O)(=O)C(F)(F)F)S(=O)(=O)C(F)(F)F.[N-](S(=O)(=O)C(F)(F)F)S(=O)(=O)C(F)(F)F.C[N+](CCC)(C)C.C[N+](C)(C)CCC